C1(CC1)C1=CN=C(N=N1)N[C@@H]1C[C@H](CC1)NC1=CC=CC=N1 6-(((1S,3S)-3-((6-cyclopropyl-1,2,4-triazin-3-yl)amino)cyclopentyl)amino)pyridin